C(C)(C)[C@@H]1N(CC[C@@H](C1)N1CC2(CS(C2)(=O)=O)CC1)C=1C=NC(=CC1)C(F)(F)F 6-((2R,4S)-2-isopropyl-1-(6-(trifluoromethyl)pyridin-3-yl)piperidin-4-yl)-2-thia-6-azaspiro[3.4]octane 2,2-dioxide